C1(C2C(CCC1)O2)CC[Si](OC)(OC)C 2-(3,2-epoxycyclohexyl)ethylmethyldimethoxysilane